C1N(CC2=CC=CC=C12)CC=1OC=C(C(C1)=O)OCC1=CC=C(C=C1)S(=O)(=O)N1CCCC1 2-(isoindolin-2-ylmethyl)-5-((4-(pyrrolidin-1-ylsulfonyl)benzyl)oxy)-4H-pyran-4-one